(S)-N'-((1,2,3,5,6,7-hexahydro-s-indacen-4-yl)carbamoyl)-4-(2-methoxypropan-2-yl)benzenesulfonimidamide C1CCC2=C(C=3CCCC3C=C12)NC(=O)N=[S@@](=O)(N)C1=CC=C(C=C1)C(C)(C)OC